(S)-quinuclidin-3-yl (5-(4-ethylphenyl)-6-fluoro-2,2-dimethyl-2,3-dihydro-1H-inden-1-yl)carbamate C(C)C1=CC=C(C=C1)C=1C=C2CC(C(C2=CC1F)NC(O[C@@H]1CN2CCC1CC2)=O)(C)C